di-tert-butyl (2R,4R)-4-((4-(azetidin-1-yl)-6-chloro-3-fluoropyridin-2-yl) methyl)-2-methylpiperidine-1,4-dicarboxylate N1(CCC1)C1=C(C(=NC(=C1)Cl)C[C@@]1(C[C@H](N(CC1)C(=O)OC(C)(C)C)C)C(=O)OC(C)(C)C)F